ClC1=C2C=CN(C2=C(C=C1)C(=O)NC1CC2(CCC2)C1)CC1=CC=C(C=C1)C1=CC(=NC=C1)OCC (Ra)-6-(4-Chloro-1-(4-(2-ethoxypyridin-4-yl)benzyl)-1H-indol-7-carboxamido)spiro[3.3]-heptan